4-(4-(2-((tert-butyldimethylsilyl)oxy)ethoxy)-3-chloro-2-fluorophenyl)-3,3-dimethyldecahydroquinoxaline [Si](C)(C)(C(C)(C)C)OCCOC1=C(C(=C(C=C1)N1C(CNC2CCCCC12)(C)C)F)Cl